C(C=1C(C(=O)OCCCCCCCCCCC(C)C)=CC=CC1)(=O)OCCCCCCCCCCC(C)C di(isotridecyl) phthalate